[C@]1([C@H](C[C@@H](CC1)C(C)(C)O)O)(C)O (1s,2s,4R)-p-menthane-1,2,8-triol